[Si](C)(C)(C(C)(C)C)OC1=CC(=C(C=C1)N=C(N)C1=C(C=2N(N=C1)C=C(C2)B2OC(C(O2)(C)C)(C)C)N[C@@H]2COCC2)CC (S)-N'-[4-[(tert-butyldimethylsilyl)oxy]-2-ethylphenyl]-4-[(tetrahydrofuran-3-yl)amino]-6-(4,4,5,5-tetramethyl-1,3,2-dioxaborolan-2-yl)pyrrolo[1,2-b]pyridazine-3-carboximidamide